BrC1=C(C(=NC=C1)C)NC(=O)C1=CN=C(S1)NC1=NC(=NC(=C1)Cl)C N-(4-bromo-2-methylpyridin-3-yl)-2-((6-chloro-2-methylpyrimidin-4-yl)amino)thiazole-5-carboxamide